4-(1-((1R,5S)-3,8-diazabicyclo[3.2.1]octan-3-yl)-5-fluoro-8-methyl-3-((S)-1-((S)-1-methylpyrrolidin-2-yl)ethoxy)furo[3,2-f]quinazolin-6-yl)-5-ethynyl-6-fluoronaphthalen-2-ol [C@H]12CN(C[C@H](CC1)N2)C2=NC(=NC=1C(=C(C3=C(C21)C=C(O3)C)C3=CC(=CC2=CC=C(C(=C32)C#C)F)O)F)O[C@@H](C)[C@H]3N(CCC3)C